ClC1=NC2=CC(=C(C=C2C(=N1)NC(C)C=1SC(=CC1)C1=C(C=CC=C1)CN(C)C)OC)OC 2-chloro-N-(1-(5-(2-((dimethylamino)methyl)phenyl)thiophen-2-yl)ethyl)-6,7-dimethoxyquinazolin-4-amine